1,2-dimercaptoethanol SC(CS)O